CO[C@@H]1[C@@H](CNC1)NC([O-])=O [(3R,4S)-4-methoxypyrrolidin-3-yl]carbamate